N-(2-chlorophenyl)maleimide ClC1=C(C=CC=C1)N1C(C=CC1=O)=O